ClC(CCCC(=O)O)=C 5-CHLORO-5-HEXENOIC ACID